2-[[1-[3-(2,6-Dioxo-3-piperidyl)-1-methyl-indazol-6-yl]-4-piperidyl]-methyl-amino]-4-[[3-(3-hydroxy-3-methyl-butyl)-1-methyl-2-oxo-benzimidazol-5-yl]amino]pyrimidine-5-carbonitrile O=C1NC(CCC1C1=NN(C2=CC(=CC=C12)N1CCC(CC1)N(C1=NC=C(C(=N1)NC1=CC2=C(N(C(N2CCC(C)(C)O)=O)C)C=C1)C#N)C)C)=O